C1OC=2C=C(C=O)C=CC2O1 3-methylenedioxybenzaldehyde